[Se-2].[Se-2].[Se-2].[Zr+4] zirconium triselenide